methyl 2-[[4-[3-[(4-chloro-2-fluoro-phenyl)methoxy]isothiazol-4-yl]-2,6-difluoro-phenyl]methyl]-3-(2-methoxyethyl)benzimidazole-5-carboxylate ClC1=CC(=C(C=C1)COC1=NSC=C1C1=CC(=C(C(=C1)F)CC=1N(C2=C(N1)C=CC(=C2)C(=O)OC)CCOC)F)F